4-(5-chloro-2-isopropylaminopyridin-4-yl)-1H-pyrrole-2-carboxylic acid [1-(3-chlorophenyl)-2-hydroxyethyl]amide-HCl Cl.ClC=1C=C(C=CC1)C(CO)NC(=O)C=1NC=C(C1)C1=CC(=NC=C1Cl)NC(C)C